(S)-N-(8,9-difluoro-6-oxo-1,4,5,6-tetrahydro-2H-pyrano[3,4-c]isoquinolin-1-yl)-3-(4-fluorophenyl)-N-methyl-1H-pyrazole-5-carboxamide FC=1C(=CC=2C3=C(NC(C2C1)=O)COC[C@H]3N(C(=O)C3=CC(=NN3)C3=CC=C(C=C3)F)C)F